N[C@H]1CN(CCC1)C1=NN(C(=C1)C1=CC(=C(C#N)C=C1)F)C1=CC=C(C=C1)C (R)-4-(3-(3-aminopiperidin-1-yl)-1-(p-tolyl)-1H-pyrazol-5-yl)-2-fluorobenzonitrile